(S)-2-((S)-2-hydroxy-2-phenylacetamido)-4-((2-phenoxyethyl)(4-(5,6,7,8-tetrahydro-1,8-naphthyridin-2-yl)butyl)amino)butanoic acid O[C@H](C(=O)N[C@H](C(=O)O)CCN(CCCCC1=NC=2NCCCC2C=C1)CCOC1=CC=CC=C1)C1=CC=CC=C1